2-ethyl-7-fluoro-9-nitro-1,2,3,4-tetrahydro-5H-benzo[e][1,4]diazepin-5-one C(C)C1CNC(C2=C(N1)C(=CC(=C2)F)[N+](=O)[O-])=O